3-(6-(2,6-Diazaspiro[3.3]heptan-2-yl)pyridin-3-yl)-5-(1-(3,5-dichloropyridin-4-yl)ethoxy-2,2,2-d3)-1H-indazole C1N(CC12CNC2)C2=CC=C(C=N2)C2=NNC1=CC=C(C=C21)OC(C([2H])([2H])[2H])C2=C(C=NC=C2Cl)Cl